5-chloro-2-[5-(chloromethyl)-1,3,4-oxadiazol-2-yl]pyrimidine ClC=1C=NC(=NC1)C=1OC(=NN1)CCl